C(C)(C)(C)OC(=O)N1C2(CC(CC1C=C2)=O)C(OC)OC 1-(dimethoxymethyl)-3-oxo-8-azabicyclo[3.2.1]oct-6-ene-8-carboxylic acid tert-butyl ester